8-(2-methyl-6-(trifluoromethyl)pyridin-4-yl)-7-(5-methylfuran-2-yl)-[1,2,4]triazolo[4,3-c]pyrimidin-5-amine CC1=NC(=CC(=C1)C=1C=2N(C(=NC1C=1OC(=CC1)C)N)C=NN2)C(F)(F)F